CS(=O)(=O)OC[C@@H]1CC=2C=CC(=NC2CC1)NC=1N=CC2=C(N1)N(C(C(=C2C)C(C)=O)=O)C2CCCC2 [(6S)-2-[(6-acetyl-8-cyclopentyl-5-methyl-7-oxo-pyrido[2,3-d]pyrimidin-2-yl)amino]-5,6,7,8-tetrahydroquinolin-6-yl]methyl methanesulfonate